CC(C[C@@H](C(N[C@@H](C[C@H]1C(NCC1)=O)C(COC(F)(F)F)=O)=O)NC(=O)C1=NOC=N1)C N-((S)-4-methyl-1-oxo-1-(((S)-3-oxo-1-((S)-2-oxopyrrolidin-3-yl)-4-(trifluoromethoxy)butan-2-yl)amino)pentan-2-yl)-1,2,4-oxadiazole-3-carboxamide